5-(5-fluoro-2-{[(3S)-3-(morpholin-4-ylmethyl)-3,4-dihydroisoquinolin-2(1H)-yl]carbonyl}phenyl)-N-(4-hydroxyphenyl)-N,1,2-trimethyl-1H-pyrrole-3-carboxamide FC=1C=CC(=C(C1)C1=CC(=C(N1C)C)C(=O)N(C)C1=CC=C(C=C1)O)C(=O)N1CC2=CC=CC=C2C[C@H]1CN1CCOCC1